1-(4-((6-((3R,4R)-4-(3,4-dihydroisoquinolin-2(1H)-yl)-3-hydroxypiperidine-1-carbonyl)-2-isopropoxypyrimidin-4-yl)amino)piperidin-1-yl)ethan-1-one C1N(CCC2=CC=CC=C12)[C@H]1[C@@H](CN(CC1)C(=O)C1=CC(=NC(=N1)OC(C)C)NC1CCN(CC1)C(C)=O)O